4-isopropyl-2,6-dichloro-1-bromobenzene C(C)(C)C1=CC(=C(C(=C1)Cl)Br)Cl